3-methoxy-2-butyl-acetophenone COC(CCCC(=O)C1=CC=CC=C1)C